Cl.C1(=C2N(C=N1)CCC2)C(C(=O)NC=2SC=CN2)N2N=C1C=C(C=C(C1=C2)F)C=2C=NC(=CC2)N2CCNCC2 2-(6,7-dihydro-5H-pyrrolo[1,2-c]imidazol-1-yl)-2-[4-fluoro-6-(6-piperazin-1-yl-3-pyridyl)indazol-2-yl]-N-thiazol-2-yl-acetamide hydrochloride